4-chloro-5-(1,3-dihydropyrrolo[3,4-c]pyridine-2-ylmethyl)thiophene-2-carboxamide trihydrochloride Cl.Cl.Cl.ClC=1C=C(SC1CN1CC=2C=NC=CC2C1)C(=O)N